3-naphthyl-2-(2'-aminophenyl)-9H-carbazole C1(=CC=CC2=CC=CC=C12)C=1C(=CC=2NC3=CC=CC=C3C2C1)C1=C(C=CC=C1)N